C(C)N1S(N(C(C12CCNCC2)=O)C2=CC=C(C=C2)C(F)(F)F)(=O)=O 1-Ethyl-3-(4-(trifluoromethyl)phenyl)-2-thia-1,3,8-triazaspiro[4.5]decan-4-one 2,2-dioxide